BrC1=C(C2=C(N3C([C@@H](OC2)C)=NN=C3C)S1)CC1=CC=C(C=C1)F (S)-2-bromo-3-(4-fluorobenzyl)-6,9-dimethyl-4H,6H-thieno[2,3-e][1,2,4]triazolo[3,4-c][1,4]oxazepine